NC1(CCN(CC1)C1=CN=C2C(=N1)NN=C2C2=C(C(=NC=C2)N)Cl)CO (4-Amino-1-(3-(2-amino-3-chloropyridin-4-yl)-1H-pyrazolo[3,4-b]pyrazin-6-yl)-piperidin-4-yl)methanol